2-bromo-5-(tetrahydrofuran-3-yl)pyridine BrC1=NC=C(C=C1)C1COCC1